8-amino-1,3,6-naphthalenetrisulphonic acid disodium salt [Na+].[Na+].NC=1C=C(C=C2C=C(C=C(C12)S(=O)(=O)[O-])S(=O)(=O)[O-])S(=O)(=O)O